NC=1N=C(SC1C(=O)C1=CC(=NO1)C(=O)NC1(CCC1)C)N(C1=CC=C(C=C1)F)[C@@H](C(=O)N)C |r| rac-5-[4-Amino-2-(N-(2-amino-1-methyl-2-oxoethyl)-4-fluoroanilino)thiazol-5-carbonyl]-N-(1-methylcyclobutyl)isoxazol-3-carboxamid